C(CCOCCCCOCCC)(N)N 4,9-dioxan-dodecanediamine